benzyl 4-(5-carbamoyl-4-((2,6-dioxopiperidin-3-yl)amino)-2-fluorophenyl)piperazine-1-carboxylate C(N)(=O)C=1C(=CC(=C(C1)N1CCN(CC1)C(=O)OCC1=CC=CC=C1)F)NC1C(NC(CC1)=O)=O